2,5-dimethyl-2,5-bis-(tert-butylperoxy)-3-hexyne CC(C)(C#CC(C)(OOC(C)(C)C)C)OOC(C)(C)C